3,4-dichlorophenyl-pentylamine ClC=1C=C(C=CC1Cl)NCCCCC